N-[5-(1H-benzimidazol-2-yl)-1-methyl-pyrazol-3-yl]-4-fluoro-benzamide N1C(=NC2=C1C=CC=C2)C2=CC(=NN2C)NC(C2=CC=C(C=C2)F)=O